(R)-7-amino-3-(1-(but-2-ynoyl)pyrrolidin-3-yl)-1-(4-(2-fluorophenoxy)phenyl)-1,5-dihydro-4H-pyrazolo[3,4-d]pyridazin-4-one NC1=NNC(C2=C1N(N=C2[C@H]2CN(CC2)C(C#CC)=O)C2=CC=C(C=C2)OC2=C(C=CC=C2)F)=O